C1(CC1)C1=NN(C(=C1)NC1=C(SC=2N3C(COCC21)=NN=C3C)C)C N-(3-cyclopropyl-1-methyl-1H-pyrazol-5-yl)-2,9-dimethyl-4H,6H-thieno[2,3-e][1,2,4]triazolo[3,4-c][1,4]oxazepin-3-amine